N1=CC=C(C=C1)C#CC1=CC=C(OC2=C(N=NN2)C(=O)O)C=C1 5-(4-(2-(pyridin-4-yl)ethynyl)phenoxy)-1H-1,2,3-triazole-4-carboxylic acid